FC(CO[C@H]1C[C@H](N(CC1)CC1=C2C=CNC2=C(C=C1OC)C)C1=CC=C(C(=O)O)C=C1)F 4-((2s,4r)-4-(2,2-difluoroethoxy)-1-((5-methoxy-7-methyl-1H-indol-4-yl)methyl)piperidin-2-yl)benzoic acid